CN1C(=C(C2=CC(=C(C=C12)O)C(=O)O)C)C Methyl-6-hydroxy-2,3-dimethyl-1H-indole-5-carboxylic acid